tert-butyl (3-(3-((2-((5-(methylamino)-2-(methylsulfonyl)pyrido[4,3-d]pyrimidin-8-yl)ethynyl)pyridin-4-yl)oxy)propoxy)propyl)carbamate CNC1=NC=C(C=2N=C(N=CC21)S(=O)(=O)C)C#CC2=NC=CC(=C2)OCCCOCCCNC(OC(C)(C)C)=O